4-(1,2-dimethylpyrrolo[2,3-b]pyridin-4-yl)-7-[[5-[(3S)-3-(1-hydroxy-1-methyl-ethyl)-1-piperidyl]-2-pyridyl]amino]-2,3-dihydropyrrolo[3,4-c]pyridin-1-one CN1C(=CC=2C1=NC=CC2C2=NC=C(C1=C2CNC1=O)NC1=NC=C(C=C1)N1C[C@H](CCC1)C(C)(C)O)C